C(C)(C)(C)[C@@]1(NC(NC1=O)=O)CNC(=O)C1=NN(N=C1)C1=CC=C(C=C1)C(F)(F)F |r| rac-N-[(4-tert-butyl-2,5-dioxoimidazolidin-4-yl)methyl]-2-[4-(trifluoromethyl)phenyl]-2H-1,2,3-triazole-4-carboxamide